ethyl-(Sa)-4-chloro-6-(2-cyanoethyl)-7-(2,3-dichlorophenyl)-8-fluoro-2-methylquinoline-3-carboxylate C(C)OC(=O)C=1C(=NC2=C(C(=C(C=C2C1Cl)CCC#N)C1=C(C(=CC=C1)Cl)Cl)F)C